propylene glycol di-n-pentyl ether C(CCCC)OCC(C)OCCCCC